N[C@H]1CN(CC[C@@H]1C1=CC=CC=C1)C(=O)C=1C=2N(C=CC1)C=NC2 ((3R,4R)-3-amino-4-phenylpiperidin-1-yl)(imidazo[1,5-a]pyridin-8-yl)methanone